ClC=1C=C(C=C(C1)Cl)C=1OC2=C(N1)C=CC(=C2)C(=O)O 3,5-dichlorophenyl-1,3-benzoxazole-6-carboxylic acid